titanium (IV) bisammonium lactate dihydroxide [OH-].[OH-].C(C(O)C)(=O)[O-].[NH4+].[NH4+].[Ti+4]